1-nonadecanoyl-2-(5Z,8Z,11Z,14Z-eicosatetraenoyl)-glycero-3-phospho-(1'-sn-glycerol) CCCCCCCCCCCCCCCCCCC(=O)OC[C@H](COP(=O)(O)OC[C@H](CO)O)OC(=O)CCC/C=C\C/C=C\C/C=C\C/C=C\CCCCC